Gallium nitrat [N+](=O)([O-])[O-].[Ga+3].[N+](=O)([O-])[O-].[N+](=O)([O-])[O-]